Tert-butyl (2S,4R)-4-fluoro-2-{[1-(propan-2-yl)-1H-pyrazol-4-yl]carbamoyl}-pyrrolidine-1-carboxylate F[C@@H]1C[C@H](N(C1)C(=O)OC(C)(C)C)C(NC=1C=NN(C1)C(C)C)=O